FC(C(CC(=O)OCC)=O)(C)F ethyl 4,4-difluoro-3-oxopentanoate